3-(2-methylphenyl)-1-(4-hydroxyphenyl)-2-propen-1-one CC1=C(C=CC=C1)C=CC(=O)C1=CC=C(C=C1)O